1,3,3-trimethyl-spiro[indole-2,3'-[3H]-naphtho[2,1-b][1,4]oxazine] CN1C2=CC=CC=C2C(C12C=NC1=C(O2)C=CC2=CC=CC=C21)(C)C